N-(3-aminobenzyl)-3-(8-methyl-4-oxo-4,5-dihydro-3H-pyrimido[5,4-b]indol-3-yl)propanamide NC=1C=C(CNC(CCN2C=NC3=C(NC=4C=CC(=CC34)C)C2=O)=O)C=CC1